ClC=1C(=NC=C(C1)CN(C)C)C=NS(=O)C(C)(C)C N-((3-chloro-5-((dimethylamino)methyl)pyridin-2-yl)methylene)-2-methylpropane-2-sulfinamide